C(C)(C)(C)OC(=O)N1C2C(CCC1)CN(C2)CCCl 6-(2-chloroethyl)octahydro-1H-pyrrolo[3,4-b]pyridine-1-carboxylic acid tert-butyl ester